The molecule is a leukotriene anion obtained by deprotonation of the three carboxy groups and protonation of the glutamyl alpha-amino group of leukotriene F4; major species at pH 7.3. It is a leukotriene anion, a peptide anion and a tricarboxylic acid dianion. It is a conjugate base of a leukotriene F4. CCCCC/C=C\\C/C=C\\C=C\\C=C\\[C@H]([C@H](CCCC(=O)[O-])O)SC[C@@H](C(=O)[O-])NC(=O)CC[C@@H](C(=O)[O-])[NH3+]